PYRIDINE GLUTARATE C(CCCC(=O)O)(=O)O.N1=CC=CC=C1